tert-butyl 3-(6-nitropyridin-3-yl)-3,6-diazabicyclo[3.1.1]heptane-6-carboxylate [N+](=O)([O-])C1=CC=C(C=N1)N1CC2N(C(C1)C2)C(=O)OC(C)(C)C